2-((13-(perfluorophenyl)tridecyl)thio)ethyl hydrogen ((((R)-1-(6-amino-9H-purin-9-yl)propan-2-yl)oxy)methyl)phosphonate NC1=C2N=CN(C2=NC=N1)C[C@@H](C)OCP(OCCSCCCCCCCCCCCCCC1=C(C(=C(C(=C1F)F)F)F)F)(O)=O